C(#N)C=1C=C(C=NC1)NC(=O)C1=C(C(=NS1)C1=CC=CC=C1)C1CC1 N-(5-CYANOPYRIDIN-3-YL)-4-CYCLOPROPYL-3-PHENYLISOTHIAZOLE-5-CARBOXAMIDE